CC(C)(C(C#CC(C(C)(O)C)(O)C)(O)C)O 2,3,6,7-tetramethyl-4-octyne-2,3,6,7-tetraol